N1=CC(=CC=C1)C1=C2CO[C@H](C2=CC=C1)CN |r| Racemic-(4-(pyridin-3-yl)-1,3-dihydroisobenzofuran-1-yl)methanamine